CS(=O)(=O)C1=CC=C(C=C1)O 4-(methylsulfonyl)phenol